5-bromo-7-methoxy-1-methyl-1,3-dihydro-2H-benzo[d]imidazol-2-one BrC1=CC2=C(N(C(N2)=O)C)C(=C1)OC